1H-BENZIMIDAZOL-5-YLBORONIC ACID N1C=NC2=C1C=CC(=C2)B(O)O